C(CN(C([O-])=O)C1=CC=CC2=CC=CC=C12)N(C(OC1OC(C(=C1O)O)=O)=O)C1=CC=CC2=CC=CC=C12 (3,4-dihydroxy-5-oxo-2,5-dihydrofuran-2-yl) ethane-1,2-diylbis(naphthalen-1-ylcarbamate)